1-amino-6-chloro-5-(2-fluoro-5-methoxy-phenyl)-7-(trifluoromethyl)-3H-1,4-benzodiazepine-2-One NN1C(CN=C(C2=C1C=CC(=C2Cl)C(F)(F)F)C2=C(C=CC(=C2)OC)F)=O